C(C)(C)(C)OC(=O)N1[C@H](CC([C@@H](C1)C)OC)C1=CC(=CC=C1)OCCN(C)C.C(C)(C)(C)NC(C1=CC(=CC=C1)NC(CC1C(CCCC1)O)=O)=O |r| N-tert-butyl-3-[[2-(2-hydroxycyclohexyl)acetyl]amino]benzamide tert-Butyl-rac-(2R,5R)-2-[3-[2-(dimethylamino)ethoxy]phenyl]-4-methoxy-5-methyl-piperidine-1-carboxylate